C(C1=CC=CC=C1)[C@@]1(CCC=2N1C(C(=NC2Cl)NCC2=CC(=CC(=C2)C)C)=O)C(=O)NCC2=CC=1C=NC=CC1N2 benzyl-(S)-N-((1H-pyrrolo[3,2-c]pyridin-2-yl)methyl)-1-chloro-3-((3,5-dimethylbenzyl)amino)-4-oxo-4,6,7,8-tetrahydropyrrolo[1,2-a]pyrazine-6-carboxamide